trimethylpropan-1-yl-ammonium C[N+](CCC)(C)C